C(C)(C)(C)OC(=O)N1CC2(CC1)CCN(CC2)C2=C(C=C(C=C2)CO[Si](C)(C)C(C)(C)C)F 8-(4-(((tert-butyldimethylsilyl)oxy)methyl)-2-fluorophenyl)-2,8-diazaspiro[4.5]decane-2-carboxylic acid tert-butyl ester